Copper(I) Tetrafluoroborate F[B-](F)(F)F.[Cu+]